BrCC(=O)N bromoacetamide